NC=1C(=NN(C1NN)C)C 4-amino-1,3-dimethyl-5-hydrazino-pyrazole